BrC1=CC(=CC=2CCOC21)Cl 7-BROMO-5-CHLORO-2,3-DIHYDRO-1-BENZOFURAN